CC1=C(C=CC(=C1)C2=CC(=C(C=C2)N)C)N 3,3'-dimethyl-4,4'-diphenyldiamine